FC1=CC(=C(C=C1C1=CC(=NC(=C1)C)OC)NC(=O)C1=CNC(C=C1C(F)(F)F)=O)N1C[C@H](N([C@H](C1)C)C)C |r| N-[4-fluoro-5-(2-methoxy-6-methylpyridin-4-yl)-2-[rac-(3R,5S)-3,4,5-trimethylpiperazin-1-yl]phenyl]-6-oxo-4-(trifluoromethyl)-1H-pyridine-3-carboxamide